BrC1=CC=2N(C=C1)C(=C(N2)CC2=C(C=C(C=C2)Cl)C(F)(F)F)CC 7-bromo-2-(4-chloro-2-(trifluoromethyl)benzyl)-3-ethylimidazo[1,2-a]pyridine